ethyl 2-(2-((5-bromo-1-isopropyl-1H-indazol-3-yl)methoxy)-4-methylphenyl)acetate BrC=1C=C2C(=NN(C2=CC1)C(C)C)COC1=C(C=CC(=C1)C)CC(=O)OCC